NC=1SC2=C(N1)C(=CC=C2)C2=C(C=C1C(=NC(=NC1=C2F)OC[C@H]2N(CCC2)C(C)=O)N2CCNCC2)Cl 1-((2S)-2-(((7-(2-aminobenzo[d]thiazol-4-yl)-6-chloro-8-fluoro-4-(piperazin-1-yl)quinazolin-2-yl)oxy)methyl)pyrrolidin-1-yl)ethan-1-one